ClC1=CC=C(N=N1)N 6-Chloro-3-aminopyridazine